(rac)-2-[6-amino-5-(trifluoromethyl)pyridin-3-yl]-N-[(1R)-1-(pyridin-3-yl)ethyl]-6,7-dihydrospiro[pyrazolo[5,1-c][1,4]oxazine-4,3'-pyrrolidine]-1'-carboxamide NC1=C(C=C(C=N1)C1=NN2C(=C1)[C@@]1(CN(CC1)C(=O)N[C@H](C)C=1C=NC=CC1)OCC2)C(F)(F)F |&1:12|